2-(3-((tert-butyl-dimethyl-silyl)oxy)propyl)-7-(1-(tetrahydro-2H-pyran-2-yl)-1H-pyrazol-5-yl)-2H-pyrazolo[3,4-c]quinolin-4-amine C(C)(C)(C)[Si](OCCCN1N=C2C(=NC=3C=C(C=CC3C2=C1)C1=CC=NN1C1OCCCC1)N)(C)C